(R)-5-(azetidin-3-ylamino)-2-methyl-N-(1-(3-(4-methyl-5-(pyrrolidin-1-ylmethyl)thiophen-2-yl)phenyl)ethyl)benzamide N1CC(C1)NC=1C=CC(=C(C(=O)N[C@H](C)C2=CC(=CC=C2)C=2SC(=C(C2)C)CN2CCCC2)C1)C